N6-(tert-butoxycarbonyl)-N2-((6-(2-(methanesulfonyl)pyrimidin-5-yl)-hexan-5-ynoyl)-L-valinyl)-L-lysine C(C)(C)(C)OC(=O)NCCCC[C@H](NC([C@@H](NC(CCCC#CC=1C=NC(=NC1)S(=O)(=O)C)=O)C(C)C)=O)C(=O)O